OC1CN(CCC1)S(=O)(=O)C1=CC=C(C=O)C=C1 4-(3-Hydroxy-piperidine-1-sulfonyl)benzaldehyde